1,3-bis(2,5-diaminophenoxy)propan-2-ol NC1=C(OCC(COC2=C(C=CC(=C2)N)N)O)C=C(C=C1)N